BrC1=C(C=CC(=C1)I)NC(C)=O N-(2-bromo-4-iodo-phenyl)acetamide